4-chloro-2,6,8-trimethylpyrido[2,3-g]quinazolin-7(6H)-one ClC1=NC(=NC2=CC3=C(C=C12)N(C(C(=C3)C)=O)C)C